ClC=1C=C(C=CC1)N[C@@H](C(=O)N1[C@@H]2CC([C@H]([C@H]1C(=O)N[C@H](C[C@H]1C(NCCC1)=O)C#N)CC2)(F)F)CC2CC2 (1S,3S,4S)-2-((R)-2-((3-chlorophenyl)amino)-3-cyclopropylpropanoyl)-N-((R)-1-cyano-2-((S)-2-oxopiperidin-3-yl)ethyl)-5,5-difluoro-2-azabicyclo[2.2.2]octane-3-carboxamide